FC1=NC(=CC(=C1)N(C=1SC(=C(N1)C(=O)N[C@H]1CCC12CCCC2)C)C(=O)C2CCOCC2)F 2-[(2,6-difluoro-4-pyridyl)-(tetrahydropyran-4-carbonyl)amino]-5-methyl-N-[(3S)-spiro[3.4]octan-3-yl]-thiazole-4-carboxamide